5,6-dihydro-1-(1-oxo-3-[3,4,5-trimethoxyphenyl]-trans-2-propenyl)-2[1H]-pyridone O=C(\C=C\C1=CC(=C(C(=C1)OC)OC)OC)N1C(C=CCC1)=O